2-decanyl-succinic anhydride C(CCCCCCCCC)C1C(=O)OC(C1)=O